CC1(CN(CC1)C1=CC=C2C(=N1)NC=C2C2=NC(=NC=C2C(F)(F)F)N[C@@H]2CNCCC2)O 3-Methyl-1-(3-(2-(((S)-piperidin-3-yl)amino)-5-(trifluoromethyl)pyrimidin-4-yl)-1H-Pyrrolo[2,3-b]pyridin-6-yl)pyrrolidin-3-ol